COC(=O)C=1NC2=C(C=C3C(=NN(C3=C2)C(C2=CC=CC=C2)(C2=CC=CC=C2)C2=CC=CC=C2)C2=CC=NC=C2)N1 3-(pyridin-4-yl)-1-trityl-1,7-dihydroimidazo[4,5-f]Indazole-6-carboxylic acid methyl ester